C(C)(CC)OCCCC 1-sec-Butoxybutane